2,2-diethyl-6-(3-(6-methylpyridin-3-yl)-1,2,4-oxadiazol-5-yl)chroman-4-one C(C)C1(OC2=CC=C(C=C2C(C1)=O)C1=NC(=NO1)C=1C=NC(=CC1)C)CC